CN1C2=C(C=CC1=O)N(C=C2C2=NC(=NC(=C2)OC2=CC=C(C=C2)C(F)(F)F)C)CC#N 2-(4-methyl-3-{2-methyl-6-[4-(trifluoromethyl)phenoxy]pyrimidin-4-yl}-5-oxo-1H,4H,5H-pyrrolo[3,2-b]pyridin-1-yl)acetonitrile